2-(4,6-dimethylpyrazolo[1,5-a]pyrazin-2-yl)-9-methyl-7-[(3R,5S)-3,4,5-trimethylpiperazin-1-yl]-4H-pyrido[1,2-a]pyrimidin-4-one CC=1C=2N(C=C(N1)C)N=C(C2)C=2N=C1N(C(C2)=O)C=C(C=C1C)N1C[C@H](N([C@H](C1)C)C)C